C(C)(C)(C)OC(N[C@@H](CC1=CNC2=CC=C(C=C12)OC)CC1=CC=CC=C1)=O (R)-(1-(5-methoxy-1H-indol-3-yl)-3-phenylpropan-2-yl)carbamic acid tert-butyl ester